(2-((2-(2,6-dioxopiperidin-3-yl)-1,3-dioxoisoindolin-4-yl) amino) ethyl) carbamate C(N)(OCCNC1=C2C(N(C(C2=CC=C1)=O)C1C(NC(CC1)=O)=O)=O)=O